N-(4'-benzooxazole-2-yl-[1,1']biphenyl-4-yl)-N-phenyl-N-{4-(2-phenyl-benzooxazole-6-yl)-phenyl}-amine O1C(=NC2=C1C=CC=C2)C2=CC=C(C=C2)C2=CC=C(C=C2)N(C2=CC=C(C=C2)C2=CC1=C(N=C(O1)C1=CC=CC=C1)C=C2)C2=CC=CC=C2